21-hydroxyheneicosyl docos-13-enoate C(CCCCCCCCCCCC=CCCCCCCCC)(=O)OCCCCCCCCCCCCCCCCCCCCCO